ClC=1C(=NC=C(C1)N=C(C1=CC=CC=C1)C1=CC=CC=C1)C(=O)N1CC(C1)OC (3-chloro-5-((diphenylmethylene)amino)pyridin-2-yl)(3-methoxyazetidin-1-yl)methanone